3-isopropyl-2-(8-methyl-[1,2,4]triazolo[1,5-a]pyridin-6-yl)-5,6,7,8-tetrahydro-1H-pyrrolo[2,3-g]isoquinoline C(C)(C)C1=C(NC2=CC=3CCNCC3C=C21)C=2C=C(C=1N(C2)N=CN1)C